(2-((2S,3R)-2-(cyclopentyloxy)-3-(3,5-dimethoxy-4-methylphenyl)-3-hydroxypropyl)-1H-benzo[d]imidazol-5-yl)acetic acid C1(CCCC1)O[C@@H](CC1=NC2=C(N1)C=CC(=C2)CC(=O)O)[C@H](O)C2=CC(=C(C(=C2)OC)C)OC